C(C=C)(=O)NC=1C(=C(C(=C(C(=O)NCC(NC(CO)(CO)CO)=O)C1I)I)C(=O)NCC(NC(CO)(CO)CO)=O)I 5-acryloylamino-N,N'-bis-[(2-hydroxy-1,1-bis-hydroxymethyl-ethylcarbamoyl)-methyl]-2,4,6-triiodoisophthalamide